β-Hydroxyethyl-trimethylammonium hydroxide [OH-].OCC[N+](C)(C)C